CCCC(C(CCCCCCCCCCCC)O)O heptadecane-4,5-diol